1-[3-chloro-5-[(7S)-6-(2-chloro-3-methoxy-benzoyl)-2,7-dimethyl-5,7-dihydro-4H-pyrazolo[3,4-c]pyridin-3-yl]phenyl]-N-methyl-methanesulfonamide ClC=1C=C(C=C(C1)C=1N(N=C2[C@@H](N(CCC21)C(C2=C(C(=CC=C2)OC)Cl)=O)C)C)CS(=O)(=O)NC